4-hydroxy-3-[4-(2-hydroxyphenyl)phenyl]-6-oxo-7H-thieno[2,3-b]pyridine-5-carbonitrile OC=1C2=C(NC(C1C#N)=O)SC=C2C2=CC=C(C=C2)C2=C(C=CC=C2)O